OCC1CN(CC(N1)C=1C(=C2COC(C2=CC1)=O)C)CC=1C=NN(C1)C1=CC(=C(C=N1)C#N)OC 6-(4-((3-(hydroxymethyl)-5-(4-methyl-1-oxo-1,3-dihydroisobenzofuran-5-yl)piperazin-1-yl)methyl)-1H-pyrazol-1-yl)-4-methoxypyridine-3-carbonitrile